FC=1C=C(C=CC1C1=CN=CO1)NC(=O)C1COC2=CC=C(C=C2C1)OC N-(3-fluoro-4-(oxazol-5-yl)phenyl)-6-methoxychroman-3-carboxamide